ClC1=CC=C(C(=N1)C(=O)NS(=O)(=O)C)N[C@H](C)C=1C=C(C=C2C(N(C(=NC12)N1C[C@H](CC1)OC=1C=NN(C1)CC(F)(F)F)C)=O)C 6-chloro-3-(((R)-1-(3,6-dimethyl-4-oxo-2-((S)-3-((1-(2,2,2-trifluoroethyl)-1H-pyrazol-4-yl)oxy)pyrrolidin-1-yl)-3,4-dihydroquinazolin-8-yl)ethyl)amino)-N-(methylsulfonyl)picolinamide